CNC1=CC(=CC=C1)C1=COC=2C1=NC=C(C2)C2=CC=C(C=C2)N2CCN(CC2)C N-methyl-3-(6-(4-(4-methylpiperazin-1-yl)phenyl)furo[3,2-b]pyridin-3-yl)aniline